(S)-3-(1-hydroxy-propan-2-yl)-6-(2-methoxyethyl)-8-(pyridin-3-yl)pyrido[3,4-d]pyrimidin-4(3H)-one OC[C@H](C)N1C=NC2=C(C1=O)C=C(N=C2C=2C=NC=CC2)CCOC